3,7-dimethyloctyl formate C(=O)OCCC(CCCC(C)C)C